C(=C)C1=CC2=CC=CC=C2C=C1C=C 2,3-divinylnaphthalene